1-isopropyl-4-[2-methyl-4-[rac-(2R,5S)-5-methyl-2-piperidyl]phenyl]piperazine C(C)(C)N1CCN(CC1)C1=C(C=C(C=C1)[C@@H]1NC[C@H](CC1)C)C |r|